ClC1=CC=C(C=C1)C12CC3(CC(CC(C1)C3)C2)C(C)NCCC2=CC=NC=C2 {1-[3-(4-Chloro-phenyl)-adamantan-1-yl]-ethyl}-(2-pyridin-4-yl-ethyl)-amine